(difluoromethoxy)-N-[(5S,6S)-6-hydroxy-spiro[2.4]heptan-5-yl]-3-[2-(pyrimidin-5-yl)ethynyl]benzamide FC(OC1=C(C(=O)N[C@H]2CC3(CC3)C[C@@H]2O)C=CC=C1C#CC=1C=NC=NC1)F